N-((S)-2-cyano-1-(4-(ethylsulfonyl)phenyl)ethyl)-4-((2S,4S)-2-((difluoromethoxy)methyl)-4-((2-methylpyrimidin-5-yl)oxy)pyrrolidin-1-yl)benzamide C(#N)C[C@@H](C1=CC=C(C=C1)S(=O)(=O)CC)NC(C1=CC=C(C=C1)N1[C@@H](C[C@@H](C1)OC=1C=NC(=NC1)C)COC(F)F)=O